3-difluoromethyl-1-methyl-1H-pyrazole-4-carboxamide chloride [Cl-].FC(C1=NN(C=C1C(=O)N)C)F